FC1=CC=C(C=C1)N1N=CC=2C1=NC(=NC2NC(=O)C=2SC(=CC2)[N+](=O)[O-])C2=CC=C(C=C2)OCCC N-(1-(4-fluorophenyl)-6-(4-propoxyphenyl)-1H-pyrazolo[3,4-d]pyrimidin-4-yl)-5-nitrothiophene-2-carboxamide